FC1=C(C=CC(=C1)F)N1CC2=CC=CC=C2C(=N1)N1CC(CCCC1)=O 2-(2,4-difluorophenyl)-4-(3-oxoazepan-1-yl)phthalazin